OC1=C(C(=O)O)C=CC=C1.C(C1=CC=CC=C1)N Benzylamine hydroxybenzoate